N-[4-[2-(2-Aminoethoxy)ethylcarbamoyl]-3-ethylphenyl]-5-(3-fluoro-4-isopropoxyphenyl)-1-methylimidazol-2-carboxamid NCCOCCNC(=O)C1=C(C=C(C=C1)NC(=O)C=1N(C(=CN1)C1=CC(=C(C=C1)OC(C)C)F)C)CC